NC=1C(=C(C=CC1N)N1[C@H](CCC1)C(=O)OC)F Methyl (2R)-1-(3,4-diamino-2-fluorophenyl)pyrrolidine-2-carboxylate